C(C)OC(C)(C)[C@@]1(CN(CC1)C(C)(C)C=1C=NC(=CC1)C)CCC1=NC=C(C=C1)F (S)-2-(2-(3-(2-ethoxypropan-2-yl)-1-(2-(6-methylpyridin-3-yl)propan-2-yl)pyrrolidin-3-yl)ethyl)-5-fluoropyridine